[As](O)(O)O arsenic, hydroxide